(4S,11aS)-11-((E)-3-(benzo[d]thiazol-2-yl)acryloyl)-4-isobutyl-2-(1-methylpiperidin-4-yl)-1,2,11,11a-tetrahydro-6H-pyrazino[2,1-b]quinazoline-3,6(4H)-dione S1C(=NC2=C1C=CC=C2)/C=C/C(=O)N2[C@@H]1N(C(C3=CC=CC=C23)=O)[C@H](C(N(C1)C1CCN(CC1)C)=O)CC(C)C